4-(4-{[4-amino-2-(trifluoromethyl)phenyl]methoxy}-3-methoxyphenyl)-2H,4H,5H,6H,7H-pyrazolo[3,4-b]pyridin-6-one NC1=CC(=C(C=C1)COC1=C(C=C(C=C1)C1C=2C(NC(C1)=O)=NNC2)OC)C(F)(F)F